FS(=N)F.[Li] lithium bisfluorosulfimide